C1(=CC=CC=C1)N1NC(=C(C1C)CN(CC1=CC=C(C=C1)CNCC1=NC=CC=C1)C1CCCC=2C=CC=NC12)C N-(1-phenyl-3,5-dimethylpyrazolin-4-ylmethyl)-N'-(2-pyridinylmethyl)-N-(5,6,7,8-tetrahydro-8-quinolinyl)-1,4-benzenedimethanamine